CN1C=CC2=CC=CC(=C12)CN1CCC2(CC1)COC1=C3CN(C(C3=CC=C12)=O)C1C(NC(CC1)=O)=O 3-(1'-((1-methyl-1H-indol-7-yl)methyl)-6-oxo-6,8-dihydro-2H,7H-spiro[furo[2,3-e]isoindole-3,4'-piperidin]-7-yl)piperidine-2,6-dione